acryloxyethyl-2-hydroxypropylphthalate C(C=C)(=O)OCCC=1C(=C(C(C(=O)[O-])=CC1)C(=O)[O-])CC(C)O